[4-(4-chlorophenyl)cyclohexyl]-(3-methoxyazetidin-1-yl)methanone ClC1=CC=C(C=C1)C1CCC(CC1)C(=O)N1CC(C1)OC